(S)-O-methyl-serine COC[C@H](N)C(=O)O